2-(N-[4-Amino-5-[4-[2-(2,3-dihydroxypropylamino)-2-oxoethoxy]benzoyl]thiazol-2-yl]-4-fluoroanilino)propanamid NC=1N=C(SC1C(C1=CC=C(C=C1)OCC(=O)NCC(CO)O)=O)N(C1=CC=C(C=C1)F)C(C(=O)N)C